C(#N)C1=CC=C(C(=O)N[C@H](C(=O)N2CC(C2)(F)F)CCCN[C@H]2[C@@H](C2)C2=CC=C(C=C2)F)C=C1 4-cyano-N-((S)-1-(3,3-difluoroazetidin-1-yl)-5-((1R,2S)-2-(4-fluorophenyl)cyclopropylamino)-1-oxopentan-2-yl)benzamide